FC1=CC=C(C(=O)N2[C@@H](C=3N(CC2)C(=NC3N3C([C@@H](CC3)OC)=O)C3=NC(=NS3)C)C)C=C1 (R)-1-((R)-7-(4-fluorobenzoyl)-8-methyl-3-(3-methyl-1,2,4-thiadiazol-5-yl)-5,6,7,8-tetrahydroimidazo[1,5-a]pyrazin-1-yl)-3-methoxypyrrolidin-2-one